CS(=O)(=O)OCCCCCCCCCCC#CC1=CC=CC=C1 12-phenyldodec-11-yn-1-yl methanesulfonate